7-phenyldibenzo[b,d]furan-3-boronic acid C1(=CC=CC=C1)C1=CC2=C(C3=C(O2)C=C(C=C3)B(O)O)C=C1